FC=1C(=C(C=O)C=C(C1)C1NC(OC1=O)C1=CC=C(C=C1)N1CCCC1)O 3-fluoro-2-hydroxy-5-(5-oxo-2-(4-(pyrrolidin-1-yl)phenyl)oxazolidin-4-yl)benzaldehyde